3-fluoro-4-(2-hydroxypropan-2-yl)thiophene-2-sulfonamide FC1=C(SC=C1C(C)(C)O)S(=O)(=O)N